4-(7'-fluoro-2'-oxospiro[cyclobutane-1,3'-indolin]-5'-yl)-3-methyl-4-oxobutanoic acid FC=1C=C(C=C2C3(C(NC12)=O)CCC3)C(C(CC(=O)O)C)=O